C(C)(=O)C=1C=CC(=C(C(=O)OC)C1)N methyl 5-acetyl-2-aminobenzoate